C1(CC1)NC(=O)C=1C2=CN(N=C2C=CC1)C=1C=NC=CC1 N-cyclopropyl-2-(3-pyridyl)-2H-indazole-4-carboxamide